(E)-1-[4-[[6-[2-(3-chloroanilino)pyrimidin-5-yl]pyrazin-2-yl]amino]-1-piperidyl]-4-(dimethylamino)but-2-en-1-one ClC=1C=C(NC2=NC=C(C=N2)C2=CN=CC(=N2)NC2CCN(CC2)C(\C=C\CN(C)C)=O)C=CC1